N-[3'-(9H-carbazol-9-yl)[1,1'-biphenyl]-4-yl][1,1'-biphenyl]-4-amine C1=CC=CC=2C3=CC=CC=C3N(C12)C=1C=C(C=CC1)C1=CC=C(C=C1)NC1=CC=C(C=C1)C1=CC=CC=C1